C(N)(OC=CCCC[Si](O[Si](C)(C)C)(O[Si](C)(C)C)O[Si](C)(C)C)=O 3-[tris(trimethylsiloxy)silyl]propylvinyl carbamate